ClC1=NC=2N(C(=C1)N(C)CC1=CC=C(C=C1)OC)N=CC2C(=O)O 5-chloro-7-{[(4-methoxyphenyl)methyl](methyl)amino}pyrazolo[1,5-a]pyrimidine-3-carboxylic acid